N-(4-Acetoxybenzyloxy)-3-{2-[3-(2,4-diamino-6-ethylpyrimidin-5-yloxy)propoxy]phenyl}acrylamide C(C)(=O)OC1=CC=C(CONC(C=CC2=C(C=CC=C2)OCCCOC=2C(=NC(=NC2CC)N)N)=O)C=C1